FC(C=1N=CC(=NC1C)C(=O)O)F 5-(Difluoromethyl)-6-methylpyrazine-2-carboxylic acid